1,4-dimethyl-carbazole CC1=CC=C(C=2C3=CC=CC=C3NC12)C